2-fluoro-N-(3-fluoro-4-piperazin-1-yl-phenyl)-4-(1,2,3,6-tetrahydro-pyridin-4-yl)-benzamide FC1=C(C(=O)NC2=CC(=C(C=C2)N2CCNCC2)F)C=CC(=C1)C=1CCNCC1